C(C=1N=C(NC1C)CCCCCCCCCCC)C=1N=C(NC1C)CCCCCCCCCCC 4,4'-methylenebis(2-undecyl-5-methyl-imidazole)